3-methyl-oxacyclohexan-5-one CC1COCC(C1)=O